CN1C(=C(C2=C1N=CN=C2N)C=2C=NC(=CC2)NC)C2=CCC1(CCNCC1)CC2 7-methyl-5-(6-(methylamino)pyridin-3-yl)-6-(3-azaspiro[5.5]-undec-8-en-9-yl)-7H-pyrrolo[2,3-d]pyrimidin-4-amine